Trans-2-(2-chloro-5-(2,2-dichloro-3-(3,5-dichlorophenyl)cyclopropane-1-carboxamido)benzoyl)-N-(cyclopropylmethyl)hydrazine-1-carboxamide ClC1=C(C(=O)NNC(=O)NCC2CC2)C=C(C=C1)NC(=O)[C@@H]1C([C@H]1C1=CC(=CC(=C1)Cl)Cl)(Cl)Cl